FC1(CCC(CC1)C1=CC2=C(N=C(N=C2N[C@H](C)C2=C(C(=CC=C2)C(F)F)F)C)C(N1C)=O)F (R)-6-(4,4-difluorocyclohexyl)-4-((1-(3-(difluoromethyl)-2-fluorophenyl)ethyl)amino)-2,7-dimethylpyrido[3,4-d]pyrimidin-8(7H)-one